COC1=C2C=CC(OC2=CC=C1C(=O)NC1=CC=C2C(=NN(C2=C1)CCCN1CCN(CC1)C)C)(C)C 5-methoxy-2,2-dimethyl-N-(3-methyl-1-(3-(4-methylpiperazin-1-yl)propyl)-1H-indazole-6-yl)-2H-chromene-6-carboxamide